3-trifluoromethylpyrrole FC(C1=CNC=C1)(F)F